BrC1=C(C(=CC(=C1)Br)Br)NC1=CC=CC=C1 (2',4',6'-tribromophenyl)aniline